2-chloro-5-hydroxy-1,4-naphthoquinone ClC=1C(C2=CC=CC(=C2C(C1)=O)O)=O